(2,5-dioxopyrrolidin-1-yl) 6-[(2S)-2-[[4-benzyloxy-5,5,5-trifluoro-4-(hydrazinecarbonyl)pentoxy]methyl]pyrrolidin-1-yl]-3-nitro-5-(trifluoromethyl)pyridine-2-carboxylate C(C1=CC=CC=C1)OC(CCCOC[C@H]1N(CCC1)C1=C(C=C(C(=N1)C(=O)ON1C(CCC1=O)=O)[N+](=O)[O-])C(F)(F)F)(C(F)(F)F)C(=O)NN